tert-Butyl 4-chloro-2-(2-phenethoxypyridin-4-yl)-1H-pyrrolo[2,3-b]pyridine-1-carboxylate ClC1=C2C(=NC=C1)N(C(=C2)C2=CC(=NC=C2)OCCC2=CC=CC=C2)C(=O)OC(C)(C)C